BrC1=CC(=C(C=C1C#N)CC(C)NC(OC(C)(C)C)=O)OC tert-butyl (1-(4-bromo-5-cyano-2-methoxyphenyl)propan-2-yl)carbamate